O1C(=NC=C1)C1CC(C1)NC(OCCCC)=O butyl N-(3-oxazol-2-ylcyclobutyl)carbamate